CN1C(N(CC=2C1=NC(=NC2)NC2=CC=C(C=C2)N2CCN(CC2)C)[C@H]2C[C@@H](N(C2)C(=O)OC)C(=O)[O-])=O methyl (2R,4S)-4-[1-methyl-7-[4-(4-methylpiperazin-1-yl)anilino]-2-oxo-4H-pyrimido[4,5-d]pyrimidin-3-yl]pyrrolidine-1,2-dicarboxylate